N-(3-morpholinopropyl)-1-nitro-acridin-9-amine O1CCN(CC1)CCCNC=1C2=CC=CC=C2N=C2C=CC=C(C12)[N+](=O)[O-]